3-[2-amino-6-(1-{[6-(methoxymethyl)-2-pyridinyl]methyl}-1H-1,2,3-triazol-4-yl)-4-pyrimidinyl]-5-methoxybenzonitrile NC1=NC(=CC(=N1)C=1C=C(C#N)C=C(C1)OC)C=1N=NN(C1)CC1=NC(=CC=C1)COC